bis-[2-(methanesulfonyloxy)phenyl]urea CS(=O)(=O)OC1=C(C=CC=C1)NC(NC1=C(C=CC=C1)OS(=O)(=O)C)=O